SC(C(=O)OCCO)C hydroxyethyl mercaptopropionate